(S)-3-isopropyl-6-((4-phenylbutan-2-yl)amino)pyrimidine-2,4(1H,3H)-dione C(C)(C)N1C(NC(=CC1=O)N[C@@H](C)CCC1=CC=CC=C1)=O